C(CCCCCCC)C1=CC=NC2=C3N=CC=C(C3=CC=C12)CCCCCCCC 4,7-dioctyl-1,10-phenanthroline